N/C(/NC)=N/C1=NC=C(C(=O)N(CC2=NC=C(C=C2)C(F)(F)F)C(C)C2=C3N=CC=NC3=CC=C2)C=C1 (Z)-6-((amino(methylamino)methylene)amino)-N-(1-(quinoxalin-5-yl)ethyl)-N-((5-(trifluoromethyl)pyridin-2-yl)methyl)nicotinamide